1,4-Bis(2-hydroxyethyl)piperazine OCCN1CCN(CC1)CCO